Methyl-2-(4-methyl-3-nitrophenyl)-5-[1-(phenylsulfonyl)-1H-pyrrolo[2,3-b]pyridin-4-yl]-1-{[2-(trimethylsilyl) ethoxy]methyl}-1H-pyrrole-3-carboxylate COC(=O)C1=C(N(C(=C1)C1=C2C(=NC=C1)N(C=C2)S(=O)(=O)C2=CC=CC=C2)COCC[Si](C)(C)C)C2=CC(=C(C=C2)C)[N+](=O)[O-]